C(C=C)OCC1(O[C@H]2C[C@@]34[C@H](C([C@H]([C@]2(O1)C)C4)(C)C)CC[C@H]3C)C (1R,3S,7R,8R,10S,13R)-5-[(allyloxy)methyl]-5,7,9,9,13-pentamethyl-4,6-dioxatetracyclo[6.5.1.01,10.03,7]tetradecane